NC([C@H](CC1=CC=C(C=C1)F)NC(=O)C1=CN=C2N1C=C(C=C2)C=2C=CC1=C(N=C(O1)N)C2)=O (S)-N-(1-amino-3-(4-fluorophenyl)-1-oxopropan-2-yl)-6-(2-aminobenzo[d]oxazol-5-yl)imidazo[1,2-a]pyridine-3-carboxamide